N-(1'-(2-(3-cyano-3-methylazetidin-1-yl)-6-methylpyrimidin-4-yl)-1',2'-dihydrospiro[cyclopropane-1,3'-pyrrolo[3,2-c]pyridin]-6'-yl)acetamide C(#N)C1(CN(C1)C1=NC(=CC(=N1)N1CC2(C=3C=NC(=CC31)NC(C)=O)CC2)C)C